C[C@@H]1N([C@H](CC[C@@H]1C)C1=CC=CC=C1)C(C(=O)NC=1C=NC=C(C1)C)=O 2-[(2S,3S,6R)-2,3-dimethyl-6-phenyl-1-piperidyl]-N-(5-methyl-3-pyridyl)-2-oxo-acetamide